ClC=1C=C(C=CC1N1C(N(C=C1)C)=O)C1=C(C(=CC(=C1)F)C=1C=NC=C(C1)N1C[C@@](CC1)(C)O)O (S)-1-(3-chloro-5'-fluoro-2'-hydroxy-3'-(5-(3-hydroxy-3-methylpyrrolidin-1-yl)pyridin-3-yl)-[1,1'-biphenyl]-4-yl)-3-methyl-1H-imidazol-2(3H)-one